1,2-Dimethoxy-4-[1-propen-1-yl]benzene COC1=C(C=C(C=C1)C=CC)OC